ClC=1C=C(C=C(C1)Cl)C1=NC(=CC(=C1)CN1CCC(CC1)NC(=O)N)OC=1C=NC(=NC1)N1CCN(CC1)C 1-(1-((2-(3,5-dichlorophenyl)-6-((2-(4-methylpiperazin-1-yl)pyrimidin-5-yl)oxy)pyridin-4-yl)methyl)piperidin-4-yl)urea